5-amino-6-(2-chloro-5-fluorophenyl)-3-(2,2-difluoroethyl)-6-hydroxy-2-methyl-7,8-dihydro-6H-imidazo[5,4-e]isoindol-8-one NC=1C=C2C(=C3C(NC(C13)(O)C1=C(C=CC(=C1)F)Cl)=O)N=C(N2CC(F)F)C